C(C)N1C=NC=C1C(C#CCOCC1=CC=C(C=C1)OC)=O 1-(1-ethyl-1H-imidazol-5-yl)-4-(4-methoxybenzyloxy)but-2-yn-1-one